O.P(=O)([O-])([O-])O.[Ca+2] Monocalcium phosphat-Monohydrat